1-(1,1-bis(methylthio)-3-oxo-3-phenylprop-1-en-2-yl)tetrahydro-1H-thiophene trifluoromethanesulfonate FC(S(=O)(=O)O)(F)F.CSC(=C(C(C1=CC=CC=C1)=O)S1CCCC1)SC